3,3-dibutyl-2,3,4,5-tetrahydro-5-phenyl-1,4-benzothiazepine-8-ol 1,1-dioxide C(CCC)C1(CS(C2=C(C(N1)C1=CC=CC=C1)C=CC(=C2)O)(=O)=O)CCCC